1-(5-bromopyridin-3-yl)-N-hydroxycyclopentane-1-carboxamide BrC=1C=C(C=NC1)C1(CCCC1)C(=O)NO